N-(4-cyano-2,6-dimethylbenzoyl)-O-((1S,3S)-3-(2-(5,6,7,8-tetrahydro-1,8-naphthyridin-2-yl)ethyl)cyclobutyl)-L-homoserine C(#N)C1=CC(=C(C(=O)N[C@@H](CCOC2CC(C2)CCC2=NC=3NCCCC3C=C2)C(=O)O)C(=C1)C)C